C(N1C(C2=C(C3(C1)CCCC3)SC=C2)=O)([2H])([2H])[2H] 5'-(methyl-d3)-5',6'-dihydro-4'H-spiro[cyclopentane-1,7'-thieno[3,2-c]pyridin]-4'-one